di-tert-butyl diperoxybutyrate terephthalate C(C1=CC=C(C(=O)O)C=C1)(=O)O.C(CCC)(=O)OOC(C)(C)C.C(CCC)(OOC(C)(C)C)=O